ClC=1C=C(C=CC1C1(CC1)C#N)N1C(C2=CC=CC=C2[C@H]([C@@H]1C1=CC2=C(OCCO2)C=C1)C(=O)O)=O |o1:20,21| (3R,4R) or (3S,4S)-2-[3-chloro-4-(1-cyanocyclopropyl)phenyl]-3-(2,3-dihydro-1,4-benzodioxin-6-yl)-1-oxo-1,2,3,4-tetrahydroisoquinoline-4-carboxylic acid